N1(C=NC(=C1)C=1N=CN(C1)C1=C2C(=NC=C1)N(N=C2C(C)C)C2=C(C=C(C(=O)N)C=C2)CC)C2=C1C(=NC=C2)N(N=C1C(C)C)C1=C(C=C(C(=O)N)C=C1)CC 4,4'-(1H,1'H-[4,4'-biimidazole]-1,1'-diylbis{[3-(propan-2-yl)-1H-pyrazolo[3,4-b]pyridin-4,1-diyl]})bis(3-ethylbenzamide)